tert-butyl (S)-2-(3-ethoxy-3-oxopropanoyl)pyrrolidine-1-carboxylate C(C)OC(CC(=O)[C@H]1N(CCC1)C(=O)OC(C)(C)C)=O